1-methyl-4-{4-[3-(morpholin-4-yl)phenyl]piperidin-1-yl}-2-oxo-1,2-dihydroquinoline-3-carbonitrile CN1C(C(=C(C2=CC=CC=C12)N1CCC(CC1)C1=CC(=CC=C1)N1CCOCC1)C#N)=O